2-(4-((4-cyanophenyl)sulfonyl)-3,4-dihydro-2H-pyrido[4,3-b][1,4]oxazin-8-yl)benzofuran-5-carbonitril C(#N)C1=CC=C(C=C1)S(=O)(=O)N1C2=C(OCC1)C(=CN=C2)C=2OC1=C(C2)C=C(C=C1)C#N